2,2-difluoro-N-(4-((S)-1-(4-methyl-1H-imidazol-5-yl)ethyl)phenyl)-2-((S)-tetrahydrofuran-3-yl)acetamide FC(C(=O)NC1=CC=C(C=C1)[C@H](C)C1=C(N=CN1)C)([C@@H]1COCC1)F